methyl 8-(2-cyanopyridin-4-yl)-9-(4-((1-(3-fluoropropyl)azetidin-3-yl)methyl)phenyl)-6,7-dihydro-5H-benzo[7]annulene-3-carboxylate C(#N)C1=NC=CC(=C1)C=1CCCC2=C(C1C1=CC=C(C=C1)CC1CN(C1)CCCF)C=CC(=C2)C(=O)OC